2-[[(2S,3S,4R,5R)-3-(3,4-Difluoro-2-methoxy-phenyl)-4,5-dimethyl-5-(trifluoromethyl)tetrahydrofuran-2-carbonyl]amino]pyridin-4-carboxamid FC=1C(=C(C=CC1F)[C@H]1[C@H](O[C@]([C@@H]1C)(C(F)(F)F)C)C(=O)NC1=NC=CC(=C1)C(=O)N)OC